Tert-butyl 4-{3,9-diazaspiro[5.5]undecan-3-ylmethyl}-3,3-difluoropiperidine-1-carboxylate C1CN(CCC12CCNCC2)CC2C(CN(CC2)C(=O)OC(C)(C)C)(F)F